ClC1=C(C=NN(C1=O)C1=CC=C(C=C1)N(C1=CC=C(C=C1)N1C(OCC1)=O)C)NC[C@@H]1COCCC1 (R)-3-(4-((4-(5-chloro-6-oxo-4-(((tetrahydro-2H-pyran-3-yl)methyl)amino)pyridazin-1(6H)-yl)phenyl)(methyl)amino)phenyl)oxazolidin-2-one